CN1CC(C=C2C3=C4N(CC12)C=CC4=CC=C3)CO Racemic-(8-methyl-7a,8,9,10-tetrahydro-7H-indolo[7,1-fg][1,7]naphthyridin-10-yl)methanol